(2S,3S,4S,5S,6S)-2-(acetoxymethyl)-5-azido-6-(phenylselanyl)tetrahydro-2H-pyran-3,4-diyl diacetate C(C)(=O)O[C@@H]1[C@@H](O[C@H]([C@H]([C@@H]1OC(C)=O)N=[N+]=[N-])[Se]C1=CC=CC=C1)COC(C)=O